CCCCCC1=CC(=CC(=C1)O)O The molecule is a member of the class of resorcinols that is resorcinol in which the hydrogen at position 5 is replaced by a pentyl group. It has a role as a lichen metabolite.